tert-Butyl (3S,5R)-(5-amino-2,3-dihydrofuro[2,3-b]pyridin-4-yl)-5-methylpiperidin-3-ylcarbamate NC=1C(=C2C(=NC1)OCC2)N(C(OC(C)(C)C)=O)[C@@H]2CNC[C@@H](C2)C